ClC=1C=C(C=CC1C=1N(C2=NC=NC(=C2N1)OC1(CC1)C)CC1=NC=CC(=C1)C)CC(=O)NC(C)C 2-(3-chloro-4-(6-(1-methylcyclopropoxy)-9-((4-methylpyridin-2-yl)methyl)-9H-purin-8-yl)phenyl)-N-isopropylacetamide